O1CCN(CC1)CCC(=O)OC1CC[C@@]2([C@H]3CC[C@@]4(C(=CC[C@H]4[C@@H]3CC=C2C1)C(C)=O)C)C (8R,9S,10R,13S,14S)-17-acetyl-10,13-dimethyl-2,3,4,7,8,9,10,11,12,13,14,15-dodecahydro-1H-cyclopenta[a]phenanthren-3-yl 3-morpholinopropanoate